IC1=C(C(=O)OCCOC(C(=C)C)=O)C=C(C=C1I)I 2-methacryloyloxyethyl (2,3,5-triiodobenzoate)